t-butyl-2,5-dimethyl-2,5-di(t-butylperoxy)-3-hexyne C(C)(C)(C)CC(C#CC(C)(OOC(C)(C)C)C)(OOC(C)(C)C)C